CC1CC(C1)(C1=NN=CN1C)C=1C=C(C=CC1)N1C=NC2=C(C=C(C=C2C1=O)CNC1(CCC1)C)C(F)(F)F 3-(3-((1s,3s)-3-Methyl-1-(4-methyl-4H-1,2,4-triazol-3-yl)cyclobutyl)phenyl)-6-(((1-methylcyclobutyl)amino)methyl)-8-(trifluoromethyl)quinazolin-4(3H)-one